20-bromo-1-eicosyl alcohol BrCCCCCCCCCCCCCCCCCCCCO